(7-(1-(4-chlorobenzyl)piperidin-3-yl)-2,5-dimethylpyrazolo[1,5-a]pyrimidin-3-yl)-N-((tetrahydro-2H-pyran-4-yl)methyl)methylamine ClC1=CC=C(CN2CC(CCC2)C2=CC(=NC=3N2N=C(C3N(CC3CCOCC3)C)C)C)C=C1